1-methyl-3-((4-(2-methyl-3-(piperidin-3-yloxy)-6-(trifluoromethyl)pyridin-4-yl)pyrrolo[2,1-f][1,2,4]triazin-6-yl)methyl)pyrimidine-2,4(1H,3H)-dione hydrochloride Cl.CN1C(N(C(C=C1)=O)CC=1C=C2C(=NC=NN2C1)C1=C(C(=NC(=C1)C(F)(F)F)C)OC1CNCCC1)=O